FC(C=1C=C(OCC2=CC=C(OC3CN(C3)C=3C(=C(C(=O)OC)C=CC3)N3C=CC=C3)C=C2)C=CC1)(F)F Methyl 3-(3-(4-((3-(trifluoromethyl)phenoxy)methyl)phenoxy)azetidin-1-yl)-2-(1H-pyrrol-1-yl)benzoate